NC1=C(C=CC=C1)C1=C(C(=O)N)C=CC(=C1)C1CCN(CC1)CC=1C(=NN(C1)C)C (2-aminophenyl)-4-(1-[(1,3-dimethyl-1H-pyrazol-4-yl)methyl]piperidin-4-yl)benzamide